FC1([C@H](C1)C(=O)NC=1N=CC2=CC(=NC=C2C1)C=1C=NC(=CC1C)C(CC)O)F (R)-2,2-difluoro-N-(7-(6-(1-hydroxypropyl)-4-methylpyridin-3-yl)-2,6-naphthyridin-3-yl)cyclopropane-1-carboxamide